FC(CN)(C1CCC2(OCCO2)CC1)F 2,2-Difluoro-2-(1,4-dioxaspiro[4.5]decane-8-yl)ethane-1-amine